7-fluoro-6-iodo-5-methoxybenzo[d]thiazole FC1=C(C(=CC=2N=CSC21)OC)I